(R)-8-((4-(difluoromethoxy)phenyl)sulfonyl)-3-((S)-2-oxa-7-azaspiro[4.4]nonan-7-yl)-1-oxa-8-azaspiro[4.5]decane FC(OC1=CC=C(C=C1)S(=O)(=O)N1CCC2(C[C@H](CO2)N2C[C@@]3(CCOC3)CC2)CC1)F